2-acrylamido-N-(5-(3,5-dimethoxyphenethyl)-1H-pyrazol-3-yl)-4-methoxybenzamide C(C=C)(=O)NC1=C(C(=O)NC2=NNC(=C2)CCC2=CC(=CC(=C2)OC)OC)C=CC(=C1)OC